[O-]S(=O)(=O)C(F)(F)F.C(C(C)(C)C)(=O)O[NH3+] O-pivaloyl-hydroxylammonium triflate